C(C)(C)(C)OC(=O)N[C@H](C(=O)OC)C[C@H]1C(NCC1)=O methyl (2S)-2-{[(tert-butoxy)carbonyl]amino}-3-[(3S)-2-oxopyrrolidin-3-yl]-propanoate